C(C)(C)[Si](C(C)C)(C(C)C)C#CC1=C2C(=NC=C1)NC=C2C(=O)N 4-((Triisopropylsilyl)ethynyl)-1H-pyrrolo[2,3-b]pyridine-3-carboxamide